NCCC1CCC2=CC=CC=C12 1-(2-aminoethyl)indane